(1r,3r)-3-(((tert-butyldiphenylsilyl)oxy)methyl)-5'-chlorospiro[cyclobutane-1,3'-pyrrolo[2,3-c]pyridin]-2'(1'H)-one [Si](C1=CC=CC=C1)(C1=CC=CC=C1)(C(C)(C)C)OCC1CC2(C(NC3=CN=C(C=C32)Cl)=O)C1